FC1(CC(C1)(C(=O)NC1=CC=C(C=C1)F)C1=NC=2CCCN(C2C=C1)C1=NC(=NC=C1)C)F 3,3-difluoro-N-(4-fluorophenyl)-1-(5-(2-methylpyrimidin-4-yl)-5,6,7,8-tetrahydro-1,5-naphthyridin-2-yl)cyclobutanecarboxamide